1-(1,3-dihydro-2H-isoindol-2-yl)-2-[(3-fluoropyridin-2-yl)sulfanyl]ethanone C1N(CC2=CC=CC=C12)C(CSC1=NC=CC=C1F)=O